C[C@@H]1OC(OC1)=S (S)-4-methyl-1,3-dioxolane-2-thione